6-[(1S,4S)-5-Methyl-2,5-diazabicyclo[2.2.1]heptan-2-yl]-N-{2-[3-(propan-2-yl)pyridin-2-yl]-[1,3]thiazolo[5,4-c]pyridin-6-yl}pyridin-2-amine CN1[C@@H]2CN([C@H](C1)C2)C2=CC=CC(=N2)NC2=CC1=C(C=N2)SC(=N1)C1=NC=CC=C1C(C)C